CC=1OC(=C(N1)C)CC=O 2-(2,4-dimethyloxazol-5-yl)acetaldehyde